4-[5-[(1S)-2-amino-1-hydroxyethyl]pyridin-2-yl]-3-[2-methyl-5-(1,3-oxazol-2-yl)pyrazol-3-yl]oxybenzonitrile NC[C@@H](O)C=1C=CC(=NC1)C1=C(C=C(C#N)C=C1)OC=1N(N=C(C1)C=1OC=CN1)C